S(C)(=O)(=O)O.CN(CCNC1=C(C=C(C(=C1)OC)NC1=NC=CC(=N1)C1=CN(C2=CC=CC=C12)C)NC(C=C)=O)C N-[2-(2-dimethylaminoethylamino)-4-methoxy-5-[[4-(1-methylindol-3-yl)pyrimidin-2-yl]amino]phenyl]prop-2-enamide mesylate